CC(C)(C(CC(C)([N+](=O)[O-])C)=O)C 2,2,5-trimethyl-5-nitro-3-hexanone